(2S)-4-(cyanomethylene)pyrrolidine-1,2-dicarboxylic acid 1-tert-butyl ester 2-methyl ester COC(=O)[C@H]1N(CC(C1)=CC#N)C(=O)OC(C)(C)C